ClC=1C(=CC(=NC1C)C(=O)O)N1C(NC(CC1)=O)=O 5-Chloro-4-(2,4-dioxotetrahydropyrimidin-1(2H)-yl)-6-methylpicolinic acid